C(C)C(CC(C(=O)[O-])S)CCCC.C(C)C(CC(C(=O)[O-])S)CCCC.C[Sn+2] monomethyl-tin bis(2-ethylhexyl thioglycolate)